1-octyloxy-2,2,6,6-tetramethyl-4-piperidinol C(CCCCCCC)ON1C(CC(CC1(C)C)O)(C)C